N-[(7S)-1,2,3,10-tetramethoxy-9-oxo-5,6,7,9-tetrahydrobenzo[a]heptalen-7-yl]acetamide COC1=C(C(=CC2=C1C1=CC=C(C(C=C1[C@H](CC2)NC(C)=O)=O)OC)OC)OC